C(=O)(OCC1=CC=CC=C1)NCC=O Cbzaminoacetaldehyde